BrC1=CC=CC(=C1C(C(=O)OCC)(F)F)OC1=CC(=CC(=C1)C#N)C#N ethyl [6-bromo-2-(3,5-dicyanophenoxy)phenyl]difluoroacetate